BrC1=CC(=C2N=C(C(NC2=C1F)=O)C)F 7-bromo-5,8-difluoro-3-methyl-1H-quinoxalin-2-one